NC1C[C@@H]([C@@H]2[C@H]1OC(O2)(C)C)CO ((3AR,4R,6aS)-6-amino-2,2-dimethyltetrahydro-4H-cyclopenta[d][1,3]dioxol-4-yl)methanol